FC1=C(C(=CC=C1)F)S(=O)(=O)N 2,6-difluorobenzenesulfonamide